FC(CN(C(OC(C)(C)C)=O)C)(COCC#C)F Tert-butyl (2,2-difluoro-3-(prop-2-yn-1-yloxy)propyl)(methyl)carbamate